COC(NC1=NC2=C(N1)C=CC=C2)=O N-(1H-benzimidazol-2-yl)carbamic acid methyl ester